CCCCNC1CC(NC(C1)(C)C)(C)C n-butyl-2,2,6,6-tetramethylpiperidin-4-amine